(6-methylbenzo[d]oxazol-2-yl)-6,7-dihydro-1H-imidazo[4,5-c]pyridin CC1=CC2=C(N=C(O2)N2C=NC=3C=NCCC32)C=C1